cholestanoxy-2,5-diaminobenzene C(C(C)CCC[C@@H](C)[C@H]1CC[C@H]2[C@@H]3CCC4CCCC[C@]4(C)[C@H]3CC[C@]12C)OC1=C(C=CC(=C1)N)N